(R)-N-(4-cyclobutyl-1-methyl-3-phenyl-1H-pyrazol-5-yl)-3-(2-fluorophenyl)-3-hydroxybutanamide C1(CCC1)C=1C(=NN(C1NC(C[C@@](C)(O)C1=C(C=CC=C1)F)=O)C)C1=CC=CC=C1